OC1=NC=CC2=C(C=CC=C12)S(=O)(=O)N1CCC2=C(C=C(C=C12)C#N)C 1-[(1-hydroxy-5-isoquinolyl)sulfonyl]-4-methyl-indoline-6-carbonitrile